C1(CC1)[C@@H]([C@H](CC(=O)OC(C)(C)C)C)NC(CN1C(C(C2=C(C(=CC=C12)C1CC1)F)(C)C)=O)=O tert-butyl (3S,4R)-4-cyclopropyl-4-(2-(5-cyclopropyl-4-fluoro-3,3-dimethyl-2-oxoindolin-1-yl)acetamido)-3-methylbutanoate